CS(=O)(=O)O.O1CC(CC1)C=1C=C(C=CC1)[Na] (3-(tetrahydrofuran-3-yl)phenyl)sodium methanesulfonate